1-(2-naphthylsulfonyl)-4-piperidinecarboxamide C1=C(C=CC2=CC=CC=C12)S(=O)(=O)N1CCC(CC1)C(=O)N